ClC1=CC(=NC=N1)C1=NNC2=CC(=CC=C12)OC1(CC1)C 3-(6-chloropyrimidin-4-yl)-6-(1-methylcyclopropoxy)-1H-indazole